2-(1-phenylcyclopropyl)-6,7-dihydro-3H-pyrrolo[3,4-d]pyrimidin-4(5H)-one C1(=CC=CC=C1)C1(CC1)C=1NC(C2=C(N1)CNC2)=O